OCCOC1=CC=C(C=C1)C1(C2=CC=CC=C2C=2C=CC=CC12)C1=CC=C(C=C1)OCCO 9,9-bis[(4-(2-hydroxyethoxy)phenyl)]Fluorene